disilol [SiH2]1[SiH]=CC=C1